N[C@@H]1CN(CCC1)C=1C=CC(=NC1)C#N (S)-5-(3-aminopiperidin-1-yl)picolinonitrile